2-methyl-1-((R)-2-methylpiperazin-1-yl)butan-1-one CC(C(=O)N1[C@@H](CNCC1)C)CC